FC1(CN(C1)C=1C=2N(N=CC1)C=CN2)C2=CC=CC=C2 8-(3-fluoro-3-phenylazetidin-1-yl)imidazo[1,2-b]pyridazine